4-prop-2-ynoxy-benzamide C(C#C)OC1=CC=C(C(=O)N)C=C1